BrC1=CC=C(C=C1)C1=CC=2SC(=CC2S1)CCC 5-(4-bromophenyl)-2-propylthieno[3,2-b]thiophene